1-[(2-chloro-6-{6,6-difluoro-3-azabicyclo[3.1.0]hexan-3-yl}pyridin-3-yl)methyl]-1H-1,2,3-triazole-4-carboxylic acid ClC1=NC(=CC=C1CN1N=NC(=C1)C(=O)O)N1CC2C(C2C1)(F)F